[Al].C(#N)C1=CC=C(C=C1)C1=CC=C(C=C1)O [4-(4-cyanophenyl)phenol] aluminum